[N+](=O)([O-])C1=CNN=C1 4-nitryl-2H-pyrazole